(5R)-2-(2,4-Difluorophenyl)-5-methyl-N-[(3S)-9-fluoro-2-oxo-5-phenyl-1,3-dihydro-1,4-benzodiazepin-3-yl]-6,7-dihydro-5H-pyrazolo[5,1-b][1,3]oxazine-3-carboxamide FC1=C(C=CC(=C1)F)C1=NN2C(O[C@@H](CC2)C)=C1C(=O)N[C@@H]1C(NC2=C(C(=N1)C1=CC=CC=C1)C=CC=C2F)=O